FC(C(CC(=O)C1=CC=C(C=C1)OCC1=CC(=CC=C1)C)=O)(F)F 4,4,4-trifluoro-1-{4-[(3-methylbenzyl)oxy]phenyl}butane-1,3-dione